4-[7-(pyridin-2-yl)-5H-pyrrolo[2,3-b]pyrazin-6-yl]pyridin-2-amine N1=C(C=CC=C1)C1=C(NC2=NC=CN=C21)C2=CC(=NC=C2)N